2-allyl-4-(4-chlorophenoxy)-3-hydroxybenzonitrile C(C=C)C1=C(C#N)C=CC(=C1O)OC1=CC=C(C=C1)Cl